5-[4-[4-[[4-[2-[(3S)-2,6-dioxo-3-piperidyl]-1-oxo-isoindolin-5-yl]piperazin-1-yl]methyl]-1-piperidyl]phenyl]-6-(4-pyridyl)-8,9-dihydro-7H-benzo[7]annulene-2-carboxylic acid O=C1NC(CC[C@@H]1N1C(C2=CC=C(C=C2C1)N1CCN(CC1)CC1CCN(CC1)C1=CC=C(C=C1)C1=C(CCCC2=C1C=CC(=C2)C(=O)O)C2=CC=NC=C2)=O)=O